C(C)N1C=NC2=C1C=C(C=C2)OC2=CC=C(C=C2)S(=O)(=O)C 1-Ethyl-6-(4-(methylsulfonyl)phenoxy)-1H-benzo[d]Imidazole